C(C)(=O)N1N=C(CC1C1=CC=C(C=C1)Br)C=1C(NC2=CC=C(C=C2C1C1=CC=CC=C1)Cl)=O 3-[2-acetyl-3-(4-bromophenyl)-3,4-dihydropyrazol-5-yl]-6-chloro-4-phenyl-1H-quinolin-2-one